CC(C)C1=NC=CC=C1C1=NC=C2NC(NC2=N1)=O 2-[2-(propan-2-yl)pyridin-3-yl]-8,9-dihydro-7H-purin-8-one